CN1CCN(CCC1)C=1C(=C(N)C=CC1)[N+](=O)[O-] 3-(4-methyl-1,4-diazepan-1-yl)-2-nitroaniline